C(C#CC)N1N=C2C(N(C(C=C2N2[C@H](CN([C@@H](C2)C)C(C)C2=CC3=C(OC(O3)(C)C)C=C2)C)=O)C)=C1 2-(but-2-yn-1-yl)-7-((2S,5R)-4-(1-(2,2-dimethylbenzo[d][1,3]dioxol-5-yl)ethyl)-2,5-dimethylpiperazin-1-yl)-4-methyl-2,4-dihydro-5H-pyrazolo[4,3-b]pyridin-5-one